COC(=O)[C@@H]1N(CC(C1)C1=CC=C(C=C1)C(F)(F)F)C1=CC=C(C=C1)[N+](=O)[O-] (2R)-1-(4-nitrophenyl)-4-(4-(trifluoromethyl)phenyl)pyrrolidine-2-carboxylic acid methyl ester